CC1(NC(CC(C1)NC1=CC=C(C=C1)C=C)(C)C)C 2,2,6,6-tetramethyl-N-(4-vinyl-phenyl)piperidine-4-amine